2-Amino-5,6-dihydro-4H-1,3-thiazine NC=1SCCCN1